The molecule is a tricyclic sesquiterpenoid with formula C15H26O which is biosynthesised from farnesyl diphosphate by a sesquiterpene cyclase enzyme from Kitasatospora setae. It is a sesquiterpenoid, an organic heterotricyclic compound and a cyclic ether. C[C@H]1CC[C@]2([C@H]3[C@@H]1CC[C@](C3)(O2)C)C(C)C